1-methyl-2-vinylpyridinium bromide [Br-].C[N+]1=C(C=CC=C1)C=C